(S)-N-(2'-chloro-3'-(5-(((2-hydroxypropyl)amino)methyl)-6-methoxypyridin-2-yl)-2-methyl-[1,1'-biphenyl]-3-yl)-1,3-dimethyl-2,4-dioxo-1,2,3,4-tetrahydropyrimidine-5-carboxamide ClC1=C(C=CC=C1C1=NC(=C(C=C1)CNC[C@H](C)O)OC)C1=C(C(=CC=C1)NC(=O)C=1C(N(C(N(C1)C)=O)C)=O)C